(S)-isopropyl 2-aminobutyrate N[C@H](C(=O)OC(C)C)CC